glycidyl normal hexadecanoate C(CCCCCCCCCCCCCCC)(=O)OCC1CO1